2,4-dimethyl-6-t-butyl-phenol CC1=C(C(=CC(=C1)C)C(C)(C)C)O